BrC=1C=C(C=CC1F)C(C)NC(=O)C1=NC=CC=C1 N-[1-(3-bromo-4-fluoro-phenyl)ethyl]pyridine-2-carboxamide